3-(4-(2-(2-(2,6-dioxopiperidin-3-yl)-6-fluoro-1,3-dioxoisoindolin-5-yl)piperazine-1-carbonyl)-1H-1,2,4-triazol-1-yl)pyridazin-3-carboxamide O=C1NC(CCC1N1C(C2=CC(=C(C=C2C1=O)C1N(CCNC1)C(=O)N1C=NN(C1)C1(NN=CC=C1)C(=O)N)F)=O)=O